COC(=O)C1=COC2=C1C=CC(=C2)OCC2=NN=NN2 6-((1H-tetrazol-5-yl)methoxy)benzofuran-3-carboxylic acid methyl ester